C(C)(C)(C)OC(=O)N1CCN(CC1)C1=NC=C(C=N1)OCC1=CC=CC=C1 4-(5-(benzyloxy)pyrimidin-2-yl)piperazine-1-carboxylic acid tert-butyl ester